3-fluoro-2-hydroxy-5-(4-oxo-5-(4-(pyrrolidin-1-yl)phenyl)-4,5-dihydro-1H-imidazol-2-yl)benzaldehyde FC=1C(=C(C=O)C=C(C1)C=1NC(C(N1)=O)C1=CC=C(C=C1)N1CCCC1)O